C(=O)(OCC1C2=CC=CC=C2C2=CC=CC=C12)N1[C@@H](C[C@H](C1)NC(=O)OC(C)(C)C)C(=O)O (2S,4R)-Fmoc-4-t-butoxycarbonylaminopyrrolidine-2-carboxylic acid